C1(CCC1)NS(=O)(=O)C1=CC(=CC=C1)C(=O)N1CC2(C3=CC(=CC=C13)NS(=O)(=O)CC)CCC1(CC2)CC1 N-cyclobutyl-3-(5''-(ethylsulfonamido)dispiro[cyclopropane-1,1'-cyclohexane-4',3''-indoline]-1''-carbonyl)benzenesulfonamide